rac-(1R,2R,4R)-5,5-difluorobicyclo[2.2.1]heptan-2-yl N-{[2-(2,6-dioxopiperidin-3-yl)-3-oxo-2,3-dihydro-1H-isoindol-5-yl]methyl}carbamate O=C1NC(CCC1N1CC2=CC=C(C=C2C1=O)CNC(O[C@H]1[C@H]2CC([C@@H](C1)C2)(F)F)=O)=O |r|